N-((3-bromo-2-fluorophenyl)carbamothioyl)benzamide tert-butyl-(R)-3-((pyridin-2-ylmethyl)carbamoyl)piperidine-1-carboxylate C(C)(C)(C)OC(=O)N1C[C@@H](CCC1)C(NCC1=NC=CC=C1)=O.BrC=1C(=C(C=CC1)NC(=S)NC(C1=CC=CC=C1)=O)F